tert-butyl (3-methyl-1-(tetrahydro-2H-pyran-2-yl)-1H-indazol-4-yl)carbamate CC1=NN(C2=CC=CC(=C12)NC(OC(C)(C)C)=O)C1OCCCC1